3-(1-oxo-6-phenyl-7-(trifluoromethyl)isoindolin-2-yl)piperidine-2,6-dione O=C1N(CC2=CC=C(C(=C12)C(F)(F)F)C1=CC=CC=C1)C1C(NC(CC1)=O)=O